nonan-3-one CCC(CCCCCC)=O